3,6-dichloro-4-(oxetan-3-yl)pyridazine ClC=1N=NC(=CC1C1COC1)Cl